FC(OC1=C(C=C(C=C1)SC)C1=NN(C=C1NC(=O)C=1C=NN2C1N=CC=C2)CC(=O)N2CCC(CC2)N(CC(N2CCCC2)=O)C)F N-[3-[2-(difluoromethoxy)-5-methylsulfanyl-phenyl]-1-[2-[4-[methyl-(2-oxo-2-pyrrolidin-1-yl-ethyl)amino]-1-piperidyl]-2-oxo-ethyl]pyrazol-4-yl]pyrazolo[1,5-a]pyrimidine-3-carboxamide